C(C)[C@]1(C(OCC=2C(N(C=CC21)CC2=C(C(C=1C=C(C=C3CC4(CN2C13)CCOCC4)F)=C=O)I)=O)=O)O (S)-4-ethyl-7-((9'-fluoro-6'-iodo-7'-carbonyl-2,3,3',5,6,7'-hexahydro-1'H-spiro[pyran-4,2'-pyrido[3,2,1-ij]quinoline]-5'-yl)methyl)-4-hydroxy-1H-pyrano[3,4-c]pyridine-3,8(4H,7H)-dione